ethenyl-1-(prop-2-yn-1-yl)quinolin-1-ium bromide salt [Br-].C(=C)C1=[N+](C2=CC=CC=C2C=C1)CC#C